2-(4-chloro-2-fluorophenyl)-5-[1-(benzenesulfonyl)-1H-pyrrolo[2,3-b]pyridin-4-yl]-1H-pyrrole-3-carboxylic acid methyl ester COC(=O)C1=C(NC(=C1)C1=C2C(=NC=C1)N(C=C2)S(=O)(=O)C2=CC=CC=C2)C2=C(C=C(C=C2)Cl)F